7-(piperidin-4-yl)-5-((4-(trifluoromethyl)pyrimidin-5-yl)methyl)pyrido[2,3-b]pyrazin-6(5H)-one N1CCC(CC1)C1=CC=2C(=NC=CN2)N(C1=O)CC=1C(=NC=NC1)C(F)(F)F